3-iodo-1-methyl-1H-pyrrolo[2,3-b]pyridine-5-carboxylic acid IC1=CN(C2=NC=C(C=C21)C(=O)O)C